C(#N)C1=C(OC2=CC=C3N=CC(=NC3=C2)C2COC3(C2)CCNCC3)C(=CC=C1NS(N(C)CC)(=O)=O)F 3-[7-[2-cyano-3-[[ethyl(methyl)sulfamoyl]amino]-6-fluoro-phenoxy]quinoxalin-2-yl]-1-oxa-8-azaspiro[4.5]decane